ClC1(CCCC1)N=O chloronitrosocyclopentane